(R,E)-N'-((4-chlorophenyl)sulfonyl)-3-(4-methoxyphenyl)-N-((S)-3-methyl-1-sulfamoylbutan-2-yl)-4-phenyl-4,5-dihydro-1H-pyrazole-1-carboximidamide ClC1=CC=C(C=C1)S(=O)(=O)\N=C(/N[C@H](CS(N)(=O)=O)C(C)C)\N1N=C([C@@H](C1)C1=CC=CC=C1)C1=CC=C(C=C1)OC